OC[C@H](C1=CC=CC=C1)NC1=CC(=NC=C1C1=NC2(CO1)CCOCC2)NC2=CC=C1C(NN(C1=C2)C)=O (S)-6-((4-((2-hydroxy-1-phenylethyl)amino)-5-(3,8-dioxa-1-azaspiro[4.5]dec-1-en-2-yl)pyridin-2-yl)amino)-1-methyl-1,2-dihydro-3H-indazol-3-one